(R)-1'-(5-Amino-1-isopropyl-1H-pyrazole-4-carbonyl)-6-chloro-5-fluorospiro[benzo[d][1,3]oxazine-4,3'-piperidin]-2(1H)-one NC1=C(C=NN1C(C)C)C(=O)N1C[C@@]2(CCC1)C1=C(NC(O2)=O)C=CC(=C1F)Cl